Cl.CC(C[C@@H](C(=O)N1C[C@@]2(C(NC3=NC=CC=C32)=O)C[C@H]1C(=O)N)NC([2H])([2H])[2H])(C)C (3R,5S)-1-((S)-4,4-dimethyl-2-((methyl-d3)amino)pentanoyl)-2'-oxo-1',2'-dihydrospiro[pyrrolidine-3,3'-pyrrolo[2,3-b]pyridine]-5-carboxamide hydrochloride